N1(CCOCC1)C=1C2=C(N=CN1)NC(=C2)C2=CC=C(C=C2)C=2C(=NC=CC2CN2CC(CCC2)NC(C=C)=O)C(=O)N [4-[4-(4-morpholinyl)-7H-pyrrolo[2,3-d]pyrimidin-6-yl]phenyl]-4-[[3-[(1-oxo-2-propen-1-yl)amino]-1-piperidinyl]methyl]-2-pyridinecarboxamide